FC(OC=1C=CC2=CNN=C2C1)F 6-(difluoromethoxy)-2H-indazole